5-(3-(2-methoxyethyl)-2-methyl-3H-imidazo[4,5-b]pyridin-5-yl)-N-(trans-4-(4-methylpiperazin-1-yl)cyclohexyl)pyrrolo[2,1-f][1,2,4]triazin-2-amine COCCN1C(=NC=2C1=NC(=CC2)C=2C=CN1N=C(N=CC12)N[C@@H]1CC[C@H](CC1)N1CCN(CC1)C)C